C(C=C)(=O)N1CC2(C1)CN(CC2)C2=C(C(=NC=N2)OC=2C=C(C(=O)N)C=CC2)C#N 3-((6-(2-acryloyl-2,6-diazaspiro[3.4]octan-6-yl)-5-cyanopyrimidin-4-yl)oxy)benzamide